N-[(1R,2S)-2-Hydroxy-1-hydroxymethyl-2-(4-nitro-phenyl)-ethyl]-acetamide O[C@H]([C@@H](CO)NC(C)=O)C1=CC=C(C=C1)[N+](=O)[O-]